6-chloro-N-[5-(2,2-difluoroethoxy)-4,6-dimethoxy-pyrimidin-2-yl]-7-(5-pyrimidinyl)-1H-indole-3-sulfonic acid amide ClC1=CC=C2C(=CNC2=C1C=1C=NC=NC1)S(=O)(=O)NC1=NC(=C(C(=N1)OC)OCC(F)F)OC